dimethylhexylmethane CC(CCCCCC)C